heptadecan-9-yl 8-((2-hydroxyethyl)(6-oxo-6-(undecyloxy)hexyl)amino)octanoate trimesate C(C1=CC(C(=O)O)=CC(C(=O)O)=C1)(=O)O.OCCN(CCCCCCCC(=O)OC(CCCCCCCC)CCCCCCCC)CCCCCC(OCCCCCCCCCCC)=O